ClC1=NC(=CC(=C1)C=1C(=NN2C1N=C(C=C2)NC2CCN(CC2)C(=O)OC(C)(C)C)C2=CC(=CC=C2)C#N)C tert-butyl 4-[[3-(2-chloro-6-methyl-4-pyridyl)-2-(3-cyanophenyl)pyrazolo[1,5-a]pyrimidin-5-yl]amino]piperidine-1-carboxylate